(S)-3-((8-chloro-1-(2,6-dichloro-4-(2-hydroxyethoxy)phenyl)-2-methyl-4-oxo-1,4-dihydro-1,6-naphthyridin-5-yl)oxy)-N,2-dimethylpropanamide ClC=1C=NC(=C2C(C=C(N(C12)C1=C(C=C(C=C1Cl)OCCO)Cl)C)=O)OC[C@@H](C(=O)NC)C